C(C)(C)(C)OOC(C)(C)C 2-(tert-Butylperoxy)-2-methylpropane